5-Aminopentane-1-thiol NCCCCCS